ClC1=CC2=C(S1)C=C(C=C2C2=C(C(=NC=C2)CN[S@@](=O)C(C)(C)C)F)COC2=C(C=CC=C2)CC(=O)OCC (+)-(S)-ethyl 2-(2-((2-chloro-4-(2-((1,1-dimethylethylsulfinamido)methyl)-3-fluoropyridin-4-yl)benzo[b]thiophen-6-yl)methoxy)phenyl)acetate